CN1C(/C(/CC1)=N/C(C)C1=CC=CC=C1)=O (3E)-1-methyl-3-[(1-phenylethyl)imino]pyrrolidin-2-one